FC=1C(=NC=C(C1)N1C(CN(CC1)CC1=CC=2NC(N(C(C2S1)=O)C)=O)C)C(=O)NC 3-fluoro-N-methyl-5-(2-methyl-4-((3-methyl-2,4-dioxo-1,2,3,4-tetrahydrothieno[3,2-d]pyrimidin-6-yl)methyl)piperazin-1-yl)picolinamide